3-[(2,3-dihydrothieno-[3,4-b][1,4]dioxin-2-yl)methoxy]-1-methyl-1-propane-sulfonic acid O1C=2C(OCC1COCCC(S(=O)(=O)O)C)=CSC2